C(COCCOCCOCCOCC#C)O 3,6,9,12-tetraoxapentadecan-14-yn-1-ol